C(C)(C)(C)OC(=O)NC1=NC=CC=C1[C@H](C1=CC(=C(C=C1)C(C)C)F)NC(=O)[C@H]1N(C[C@@H](C1)F)C(=O)OC(C)(C)C tert-butyl (2S,4R)-2-(((S)-(2-((tert-butoxycarbonyl)amino)pyridin-3-yl)(3-fluoro-4-isopropylphenyl)methyl)carbamoyl)-4-fluoropyrrolidine-1-carboxylate